pentanoxy-3,5-diaminobenzene C(CCCC)OC1=CC(=CC(=C1)N)N